3-(2-methyl-8-((4-(morpholinomethyl)phenyl)ethynyl)-4-oxoquinazolin-3(4H)-yl)piperidine-2,6-dione CC1=NC2=C(C=CC=C2C(N1C1C(NC(CC1)=O)=O)=O)C#CC1=CC=C(C=C1)CN1CCOCC1